3-(4-hydroxyphenyl)-N-(3-(methylthio)phenyl)propanamide OC1=CC=C(C=C1)CCC(=O)NC1=CC(=CC=C1)SC